O=C[C@H](O)[C@@H](O)[C@H](O)[C@@H](O)C(=O)[O-] L-iduronate